N-(2-((1r,3r,5r,7r)-adamantan-2-ylamino)ethyl)-1-(4-chloro-phenyl)-2-(2,4-dichloro-phenyl)-1H-imidazole-4-carboxamide C12C(C3CC(CC(C1)C3)C2)NCCNC(=O)C=2N=C(N(C2)C2=CC=C(C=C2)Cl)C2=C(C=C(C=C2)Cl)Cl